butanedioyl dichloride C(CCC(=O)Cl)(=O)Cl